C(C1=CC=CC=C1)OP(=O)(OC[C@H]1O[C@H]([C@@H]([C@@H]1O)O)N1N=NC2=C1N=C(N=C2NCC2=C(C=CC=C2)Cl)Cl)CP(O)(O)=O (((benzyloxy)(((2R,3S,4R,5R)-5-(5-chloro-7-((2-chlorobenzyl)amino)-3H-[1,2,3]triazolo[4,5-d]pyrimidin-3-yl)-3,4-dihydroxytetrahydrofuran-2-yl)methoxy)phosphoryl)methyl)phosphonic acid